ClCC[Al]CCC chloroethyl-propylaluminum